2-[9H-fluoren-9-ylmethoxycarbonyl(3-methylbutyl)amino]acetic acid C1=CC=CC=2C3=CC=CC=C3C(C12)COC(=O)N(CC(=O)O)CCC(C)C